(1S,3S,4S)-2-(1-((3-chlorophenyl)amino)cyclopropane-1-carbonyl)-N-((S)-1-cyano-2-((S)-2-oxopiperidin-3-yl)ethyl)-5,5-difluoro-2-azabicyclo[2.2.2]octane-3-carboxamide ClC=1C=C(C=CC1)NC1(CC1)C(=O)N1[C@@H]2CC([C@H]([C@H]1C(=O)N[C@@H](C[C@H]1C(NCCC1)=O)C#N)CC2)(F)F